ClC1=CC=C(C=C1)C1N(C(CN(C1=O)C(C)C)=O)CC1=C(C#N)C=CC=C1 2-((2-(4-chlorophenyl)-4-isopropyl-3,6-dioxopiperazin-1-yl)methyl)benzonitrile